(S)-3-(benzyloxy)-1-(2-(3,4-difluorophenyl)-2-hydroxyethyl)-2-methylpyridin-4(1H)-one C(C1=CC=CC=C1)OC1=C(N(C=CC1=O)C[C@@H](O)C1=CC(=C(C=C1)F)F)C